OCCN(CCCCCCCCCC(=O)OC(CCCCCCCC)CCCCCCCC)CCCCCCCCCC(OCCCCCCCCCCC)=O Heptadecan-9-yl 10-((2-hydroxyethyl)(10-oxo-10-(undecyloxy)decyl)amino)-decanoate